(3-(4-(3,4-difluorophenyl)-1H-imidazol-1-yl)bicyclo[1.1.1]pent-1-yl)carbamic acid tert-butyl ester C(C)(C)(C)OC(NC12CC(C1)(C2)N2C=NC(=C2)C2=CC(=C(C=C2)F)F)=O